C1(O)=C(C(O)=CC=C1)CC(=O)OC=1C=C(OC(C)=O)C=CC1 resorcinol monoacetate (resorcinolmonoacetate)